C1CC12COC1(CCC(CC1)NC=1N=C(C3=C(N1)NC=C3C3=CC=1N(C=C3)N=CC1)OC)OC2 N-(5,12-dioxadispiro[2.2.56.23]tridecan-9-yl)-4-methoxy-5-(pyrazolo[1,5-a]pyridin-5-yl)-7H-pyrrolo[2,3-d]pyrimidin-2-amine